Quinolin-2-yl-(phenyl)methanone N1=C(C=CC2=CC=CC=C12)C(=O)C1=CC=CC=C1